1-(azetidin-3-ylmethyl)-4-bromo-1H-pyrazole N1CC(C1)CN1N=CC(=C1)Br